Methyl 2-[(4-bromo-2,5-difluoro-phenyl)methyl]-7-chloro-3-[(3S)-4,4-dimethyltetrahydrofuran-3-yl]benzimidazole-5-carboxylate BrC1=CC(=C(C=C1F)CC=1N(C2=C(N1)C(=CC(=C2)C(=O)OC)Cl)[C@@H]2COCC2(C)C)F